C(=C/CCCC)/C=1C=C(C=CC1)CC(=O)[O-] z-3-hexenyl-phenylacetate